tert-butyl (R)-6-oxo-2-azaspiro[4.4]nonane-2-carboxylate O=C1[C@@]2(CCN(C2)C(=O)OC(C)(C)C)CCC1